C(C)(C)(C)OC(=O)N[C@@H](C(C)C)C(=O)N[C@@H](C)C(=O)NCCCN(C(CO)=O)[C@H](C(C)(C)C)C=1N(C=C(N1)C1=C(C=CC(=C1)F)F)CC1=CC=CC=C1 N-(tert-Butoxycarbonyl)-L-valyl-N-{3-[{(1R)-1-[1-benzyl-4-(2,5-difluorophenyl)-1H-imidazol-2-yl]-2,2-dimethylpropyl}(glycoloyl)amino]propyl}-L-alaninamid